(R)-N-cyclopropyl-1-((4-(N,N-diethylsulfamoyl)phenyl)sulfonyl)piperidine-3-carboxamide C1(CC1)NC(=O)[C@H]1CN(CCC1)S(=O)(=O)C1=CC=C(C=C1)S(N(CC)CC)(=O)=O